C(C)S(=O)(=O)C1=CC(=C(C=C1)C(C1=CC=C(CCC2CCN(CC2)C(=O)OC(C)(C)C)C=C1)(F)F)C=1C2=C(C(N(C1)C)=O)NC=C2 tert-butyl 4-(4-((4-(ethylsulfonyl)-2-(6-methyl-7-oxo-6,7-dihydro-1H-pyrrolo[2,3-c]pyridin-4-yl)phenyl)difluoromethyl)phenethyl)piperidine-1-carboxylate